C(C)(C)(C)OC(=O)NC(COCCC(=O)OC(C)(C)C)C1=C(C=CC=C1)C tertbutyl 3-{2-[(tert-butoxycarbonyl)amino]-2-(2-methylphenyl)ethoxy}propanoate